4-[4-(dimethoxymethyl)cyclohexyloxy]piperidine COC(C1CCC(CC1)OC1CCNCC1)OC